C(C)(C)C1=C(C(=CC=C1)C(C)C)N=C(CC(C)=O)C1=CC=CC=C1 4-(2,6-diisopropylphenylimino)-4-phenyl-2-butanone